1-(4-piperidinyl)ethanone hydrochloride Cl.N1CCC(CC1)C(C)=O